P(=O)(O)(O)O[C@H]1[C@H]([C@@](O[C@@H]1CO)(N1C(=O)NC(=O)C=C1)C)O.BrC1=CC=C2N=CC(=NC2=C1)C=1C=NN(C1)C1CCNCC1 7-bromo-2-(1-(piperidin-4-yl)-1H-pyrazol-4-yl)quinoxaline methyluridine-3'-phosphate